N1C=CC=C1 1H-azole